C1(CCCC1)C=1N(C=CN1)C1=C(C=CC=C1)C(F)(F)F 2-cyclopentyl-1-(2-(trifluoromethyl)phenyl)-1H-imidazole